Carbamic acid (9H-fluoren-9-yl)Methyl ester C1=CC=CC=2C3=CC=CC=C3C(C12)COC(N)=O